ClC=1C=C(C=C(C1)Cl)N1CCN(CC1)C(C(CC(=O)C1CCOCC1)C)=O 1-[4-(3,5-dichlorophenyl)piperazin-1-yl]-2-methyl-4-tetrahydropyran-4-yl-butane-1,4-dione